(4R)-4-methyl-1-{4-[(3-methyl-4-{[1,2,4]triazolo[1,5-a]pyridin-7-yloxy}phenyl)amino]pyrido[3,4-d]pyrimidin-6-yl}-3-methylidenepyrrolidin-2-one C[C@@H]1C(C(N(C1)C1=CC2=C(N=CN=C2NC2=CC(=C(C=C2)OC2=CC=3N(C=C2)N=CN3)C)C=N1)=O)=C